C(C)C=1C=C(C(=C(CN2CCN(CC2)CC2=C(C(=CC(=C2)CC)OC)OCCCCCCCC)C1)OCCCCCCCC)OC 1,4-Bis(5-ethyl-3-methoxy-2-octyloxybenzyl)piperazin